5-Bromo-2-(methylthio)-4-(3-nitrophenyl)-1-((2-(trimethylsilyl)ethoxy)methyl)-1H-imidazole BrC1=C(N=C(N1COCC[Si](C)(C)C)SC)C1=CC(=CC=C1)[N+](=O)[O-]